NC=1C(=NC(=C(N1)F)C1=CC=C(C=C1)[C@]12CN(C[C@@H]2C1)C)C1=CC=C2C(NC(=NC2=C1)C)=O 7-(3-amino-5-fluoro-6-(4-((1S,5R)-3-methyl-3-azabicyclo[3.1.0]hexane-1-yl)phenyl)pyrazin-2-yl)-2-methylquinazolin-4(3H)-one